5-((2R,4aR,10bR)-9-ethoxy-2-hydroxy-8-methoxy-1,2,3,4,4a,10b-hexahydro-phenanthridin-6-yl)-1-methyl-1H-pyridin-2-one C(C)OC1=C(C=C2C(=N[C@@H]3CC[C@H](C[C@@H]3C2=C1)O)C=1C=CC(N(C1)C)=O)OC